ClC=1C=C(C=CC1F)C(CO)NC(=O)C1=CN(C=C1)C1=CC(=NC=C1C)NCC=1C=NC=CC1 N-(1-(3-chloro-4-fluorophenyl)-2-hydroxyethyl)-1-(5-methyl-2-((pyridin-3-ylmethyl)amino)pyridin-4-yl)-1H-pyrrole-3-amide